FC1=CC=2N(C=C1C1CCNCC1)C=C(N2)C2=CC=C(C=C2)S(=O)(=O)C 7-fluoro-2-(4-(methyl-sulfonyl)phenyl)-6-(piperidin-4-yl)imidazo[1,2-a]pyridine